FC=1C(=NC=CC1)SC=1C=2N(C=C(C1)C=1C(=NN(C1)[C@@H]1CN(CCC1)C(CO)=O)C)N=CC2C#N (S)-4-((3-fluoropyridin-2-yl)thio)-6-(1-(1-(2-hydroxyacetyl)piperidin-3-yl)-3-methyl-1H-pyrazol-4-yl)pyrazolo[1,5-a]pyridine-3-carbonitrile